6-bromo-2-[2-(3-chloro-2-pyridyl)-5-[[5-(trifluoromethyl)tetrazol-2-yl]methyl]pyrazol-3-yl]-8-fluoro-3,1-benzoxazin-4-one BrC=1C=C(C2=C(C(OC(=N2)C=2N(N=C(C2)CN2N=C(N=N2)C(F)(F)F)C2=NC=CC=C2Cl)=O)C1)F